FC1=CC=C(C(=O)N/N=C(\C)/C2=CC=CC=C2)C=C1 (E)-4-fluoro-N'-(1-phenylethylidene)benzohydrazide